N-(2-bromo-4-(perfluoropropane-2-yl)-6-iodophenyl)-2-fluoro-3-(hydroxyamino)benzamide BrC1=C(C(=CC(=C1)C(C(F)(F)F)(C(F)(F)F)F)I)NC(C1=C(C(=CC=C1)NO)F)=O